(1R,5S,6R)-2,2-difluorobicyclo[3.1.0]hexan FC1([C@@H]2C[C@@H]2CC1)F